2-(3,5-biscarboxyphenyl)-6-carboxybenzimidazole C(=O)(O)C=1C=C(C=C(C1)C(=O)O)C=1NC2=C(N1)C=C(C=C2)C(=O)O